[(6-methoxy-4-oxo-3H-quinazolin-2-yl)methyl]-3,4-dihydro-1H-isoquinoline-5-carbonitrile COC=1C=C2C(NC(=NC2=CC1)CC1NCCC=2C(=CC=CC12)C#N)=O